C(C(=C)C)(=O)OCC(O)COOC(C=C)=O 3-acryloxyglycerol monomethacrylate